N1C(NC=CC1)=O pyrimidin-2(6H)-one